FC1=C(C=C(C=C1)C1=CC=CC=C1)[C@H](CC(=O)[O-])NC(=O)NC=1C(N(C=CC1[O-])C)=O.[Na+].[Na+] sodium (S)-3-(4-fluorobiphenyl-3-yl)-3-(3-(1-methyl-4-oxido-2-oxo-1,2-dihydropyridin-3-yl) ureido)propanoate